ClC=1C(C=CC(C1)(OC)OC)=O 2-chloro-4,4-dimethoxy-cyclohexa-2,5-dien-1-one